(E)-3-(2-(3-(2-((1,5-dimethyl-1H-pyrazol-3-yl)amino)-5-methylpyrimidin-4-yl)-1H-indol-7-yl)-1-oxoisoindolin-4-yl)acrylic acid CN1N=C(C=C1C)NC1=NC=C(C(=N1)C1=CNC2=C(C=CC=C12)N1C(C2=CC=CC(=C2C1)/C=C/C(=O)O)=O)C